ClC1=C(C=C(C=C1)OC)C(=O)N1CCN(CC1)CC1=C(N=C2N1C=CC=C2)C2=CC=C(C=C2)Cl (2-chloro-5-methoxyphenyl)(4-{[2-(4-chlorophenyl)imidazo[1,2-a]pyridine-3-yl]methyl}piperazin-1-yl)methanone